FC(C1=CC=C(C=C1)C1=NC=C2N1C=CC=C2)(F)F 3-(4-(trifluoromethyl)phenyl)imidazo[1,5-a]pyridine